2-(4-piperazinyl-3-pyridyl)furan N1(CCNCC1)C1=C(C=NC=C1)C=1OC=CC1